ClC=1N=C(N2C1C(=CC(=C2)S(=O)(=O)NC2(CC2)C)OCCCOC)C=2SC(=NN2)C(F)F 1-chloro-3-(5-(difluoromethyl)-1,3,4-thiadiazol-2-yl)-8-(3-methoxypropoxy)-N-(1-methylcyclopropyl)imidazo[1,5-a]pyridine-6-sulfonamide